1-(2,2-Difluoroethyl)-N-[4-[(6,7-dimethoxy-1,5-naphthyridin-4-yl)oxy]-3-fluorophenyl]-5-(furan-2-yl)-2-methyl-4-oxopyridine-3-carboxamide FC(CN1C(=C(C(C(=C1)C=1OC=CC1)=O)C(=O)NC1=CC(=C(C=C1)OC1=CC=NC2=CC(=C(N=C12)OC)OC)F)C)F